2-(2,5-dimethylhexyl)oxirane CC(CC1OC1)CCC(C)C